2-[(2R,4S)-4-({6-[(1S)-1-[(2S)-4,4-difluoro-1-methylpyrrolidin-2-yl]ethoxy]-2-{5-[2-(2,6-difluorophenyl)propan-2-yl]-1,2,4-oxadiazol-3-yl}pyrimidin-4-yl}oxy)piperidin-2-yl]acetonitrile FC1(C[C@H](N(C1)C)[C@H](C)OC1=CC(=NC(=N1)C1=NOC(=N1)C(C)(C)C1=C(C=CC=C1F)F)O[C@@H]1C[C@H](NCC1)CC#N)F